4-(6-(4-(2-(2-aminopyridin-3-yl)-5-(4-fluorophenyl)-3H-imidazo[4,5-b]pyridin-3-yl)benzyl)-2,6-diazaspiro[3.3]heptan-2-yl)pyrimidine-2-carbonitrile NC1=NC=CC=C1C1=NC=2C(=NC(=CC2)C2=CC=C(C=C2)F)N1C1=CC=C(CN2CC3(CN(C3)C3=NC(=NC=C3)C#N)C2)C=C1